1-bromo-2,4,5-trimethyl-1,4-hexadiene BrC=C(CC(=C(C)C)C)C